C(C)(C)(C)OC(=O)N1CCC(CC1)N1N=C2C(N=C(C=C2)C=2C(=CC3=CN(N=C3C2C)C)OCOC)=C1 4-[5-[5-(methoxymethoxy)-2,7-dimethyl-indazol-6-yl]pyrazolo[4,3-B]pyridin-2-yl]piperidine-1-carboxylic acid tert-butyl ester